C(C1=CC=CC=C1)OC=1C=CC2=C(C(=C(S2)C(F)F)C(=O)NCC(C)(N2CCOCC2)C)C1 5-(benzyloxy)-2-(difluoromethyl)-N-[2-methyl-2-(morpholin-4-yl)propyl]-1-benzothiophene-3-carboxamide